2-chloro-3-nitroisonicotinonitrile ClC=1C(=C(C#N)C=CN1)[N+](=O)[O-]